3-fluoro-4-(1,2,4-triazol-1-yl)aniline FC=1C=C(N)C=CC1N1N=CN=C1